N,N-diisopropylaniline CC(C)N(C1=CC=CC=C1)C(C)C